CC1=NC=CCN1 2-methyl-3,4-dihydropyrimidin